1-(2,6-dichlorophenyl)-4-((4-(5-ethyl-4-methyl-1H-pyrazol-1-yl)phenyl)amino)-1H-pyrazole-3-carboxamide ClC1=C(C(=CC=C1)Cl)N1N=C(C(=C1)NC1=CC=C(C=C1)N1N=CC(=C1CC)C)C(=O)N